tert-butyl (R)-((3-(2-(4,4-difluoroazepan-1-yl)-5-(3,5-dimethylisoxazol-4-yl)-4-methylnicotinamido)phenyl)(methyl)(oxo)-λ6-sulfaneylidene)carbamate FC1(CCN(CCC1)C1=C(C(=O)NC=2C=C(C=CC2)[S@](=O)(C)=NC(OC(C)(C)C)=O)C(=C(C=N1)C=1C(=NOC1C)C)C)F